[2-[2-methylsulfanyl-5-(trifluoromethyl)pyrimidin-4-yl]oxycyclobutyl] 4-methylbenzenesulfonate CC1=CC=C(C=C1)S(=O)(=O)OC1C(CC1)OC1=NC(=NC=C1C(F)(F)F)SC